1-((3s,4r)-4-(4-fluorophenyl)-1-(2-methoxyethyl)pyrrolidin-3-yl)-3-(3-(2-methoxypyrimidin-5-yl)-4-methyl-1-phenyl-1H-pyrazol-5-yl)urea FC1=CC=C(C=C1)[C@H]1[C@@H](CN(C1)CCOC)NC(=O)NC1=C(C(=NN1C1=CC=CC=C1)C=1C=NC(=NC1)OC)C